N[C@@H](COC(C(F)(F)F)(C)C)C=1N=C2N(N=CC(=C2)[C@@H](COC)N2C(N[C@@H](C2([2H])[2H])C(F)(F)F)=O)C1 |o1:26| (S*)-1-((S)-1-(2-((R)-1-Amino-2-((1,1,1-trifluoro-2-methylpropan-2-yl)oxy)ethyl)imidazo[1,2-b]pyridazin-7-yl)-2-methoxyethyl)-4-(trifluoromethyl)imidazolidin-2-one-5,5-d2